N1-(2-(2-((tert-butyldimethylsilyl)oxy)propan-2-yl)-2,3-dihydro-1H-inden-2-yl)-3,3,3-trifluoropropane-1,2-diamine [Si](C)(C)(C(C)(C)C)OC(C)(C)C1(CC2=CC=CC=C2C1)NCC(C(F)(F)F)N